9-(m-tert-butylphenyl)acridine tert-butyl-3-[4-methyl-3-[1-[4-[2-[1-(4-piperidylmethyl)-4-piperidyl]ethynyl]-1-naphthyl]ethylcarbamoyl]anilino]azetidine-1-carboxylate C(C)(C)(C)OC(=O)N1CC(C1)NC1=CC(=C(C=C1)C)C(NC(C)C1=CC=C(C2=CC=CC=C12)C#CC1CCN(CC1)CC1CCNCC1)=O.C(C)(C)(C)C=1C=C(C=CC1)C=1C2=CC=CC=C2N=C2C=CC=CC12